C(C)(=O)N[C@H]1[C@@H](CCCC1)N(C([O-])=O)C=1N=CC2=C(C(=C(C=C2C1)C1=C(C2=C(OCCN2)N=C1)C)F)N (trans)-2-Acetamidocyclohexyl(8-amino-7-fluoro-6-(8-methyl-2,3-dihydro-1H-pyrido[2,3-b][1,4]oxazin-7-yl)isoquinolin-3-yl)carbamate